C1(=CC=CC=C1)S(=O)(=O)N1C=C(C2=CC=C(C=C12)C1=CC=NC=C1)C=1N(C(N=CC1)N[C@@H]1CN(CCC1)C(=O)OC(C)(C)C)C(F)(F)F tert-butyl (3S)-3-[[4-[1-(benzenesulfonyl)-6-(4-pyridyl)indol-3-yl]-3-(trifluoromethyl)pyrimidin-2-yl]amino]piperidine-1-carboxylate